(2S,3R)-1-(diphenylmethyl)-2-methylazetidin-3-yl methanesulfonate CS(=O)(=O)O[C@H]1[C@@H](N(C1)C(C1=CC=CC=C1)C1=CC=CC=C1)C